C(C)(C)(C)OC(=O)NCC=1C=C(C(C(=O)O)=CC1)C(=O)O 4-(((tert-butoxycarbonyl)amino)methyl)phthalic acid